C([C@@H]1[C@H]([C@@H]([C@@H]([C@@H](O1)O[C@H]2[C@H]([C@@H]([C@H](O[C@H]2O[C@H]3[C@H]([C@@H]([C@H](O[C@H]3O[C@H]4[C@H]([C@@H]([C@H](O[C@@H]4O[C@H]5[C@H]([C@@H]([C@H](O[C@@H]5O[C@H]6[C@H]([C@@H]([C@H](OC6O)CO)O)O)CO)O)O)CO)O)O)CO)O)O)CO)O)O)O)O)O)O The molecule is a mannohexaose consisting of three beta-D-mannopyranosyl residues, two alpha-D-mannopyranosyl residues and a D-mannopyransyl residue joined in sequence by (1->2) glycosidic linkages.